1-(3-bromo-5-fluoropyridin-2-yl)pent-4-en-1-one BrC=1C(=NC=C(C1)F)C(CCC=C)=O